2-bromo-1,5,7-trimethyl-pyrrolo[2,3-c]pyridine BrC1=CC=2C(=C(N=C(C2)C)C)N1C